OC(CC(=O)[O-])CCCCCCCC 3-Hydroxyundecanoate